2-[(1-methylheptyl)oxy]ethanol CC(CCCCCC)OCCO